CC(=C[SiH2]OC)C dimethylvinyl-Methoxysilane